(S)-1-methylpyrrolidin-3-yl (R)-1-(2-((6-(5-(6-methylpyridin-2-yl)-1H-imidazol-4-yl)quinolin-3-yl)amino)ethyl)piperidine-3-carboxylate CC1=CC=CC(=N1)C1=C(N=CN1)C=1C=C2C=C(C=NC2=CC1)NCCN1C[C@@H](CCC1)C(=O)O[C@@H]1CN(CC1)C